O=C1NC(CC[C@@H]1N1CC=2C(N(C=CC2C1=O)C1CC2(CN(C2)C(=O)OC(C)(C)C)C1)=O)=O tert-butyl (S)-6-(2-(2,6-dioxopiperidin-3-yl)-1,4-dioxo-1,2,3,4-tetrahydro-5H-pyrrolo[3,4-c]pyridin-5-yl)-2-azaspiro[3.3]heptane-2-carboxylate